Methyl-2-amino-4-methyl-5-[(4-methylphenyl)carbamoyl]thiophene CC1=C(SC(=C1C)C(NC1=CC=C(C=C1)C)=O)N